2,2-difluorobenzo[d][1,3]dioxol-5-ol FC1(OC2=C(O1)C=CC(=C2)O)F